C1(CC1)C=1N=NN(C1)C1=CC=C2CN(C(C2=C1)=O)C1=NC(=CC=C1)C1=NN=CN1C1CC1 6-(4-cyclopropyl-1H-1,2,3-triazol-1-yl)-2-(6-(4-cyclopropyl-4H-1,2,4-triazol-3-yl)pyridin-2-yl)isoindolin-1-one